N-(5-((3-(pyridin-3-ylmethyl)piperidin-1-yl)methyl)thiazol-2-yl)acetamide N1=CC(=CC=C1)CC1CN(CCC1)CC1=CN=C(S1)NC(C)=O